BrCCCCCCCCCCCC\C=C/C=O (2cis)-15-bromo-pentadec-2-ene-1-aldehyde